8-Bromo-6-fluoro-4-iodo-5-methoxyisoquinoline BrC=1C=C(C(=C2C(=CN=CC12)I)OC)F